CC1(CNCC[C@H]1CN1CCC(CC1)C1=C(C=C2C(=NN(C2=C1)C)C1C(NC(CC1)=O)=O)F)C 3-(6-(1-(((R)-3,3-dimethylpiperidin-4-yl)methyl)piperidin-4-yl)-5-fluoro-1-methyl-1H-indazol-3-yl)piperidine-2,6-dione